1-(3-chloropyridine-2-yl)-3-[5-(trifluoromethyl)-1H-tetrazole-1-yl]-1H-pyrazole-5-carboxylic acid ethyl ester C(C)OC(=O)C1=CC(=NN1C1=NC=CC=C1Cl)N1N=NN=C1C(F)(F)F